O=C(OC)CCCCCOCCOCCOCCCCCCOC=1C=C2[C@@H](CCOC2=CC1)NC(=O)C=1C=C(C=CC1)NC1(CCN(CC1)C(=O)OC(C)(C)C)C1=NN=C(N1)C1=CC=NC=C1 (R)-tert-butyl 4-(3-(6-(3-oxo-2,9,12,15-tetraoxahenicosan-21-yloxy)chroman-4-ylcarbamoyl)phenylamino)-4-(5-(pyridin-4-yl)-4H-1,2,4-triazol-3-yl)piperidine-1-carboxylate